CC1=CC=CC(=N1)C=1C=C(C=C(C1C1=CC=CC=C1)C1=CC=CC=C1)C#N 6'-(6-methylpyridin-2-yl)-[1,1':2',1''-terphenyl]-4'-carbonitrile